2-oxo-1-[2-(2,2,2-trifluoroethoxy)phenyl]-N-[6-(trifluoromethyl)pyridin-3-yl]-1,2-dihydropyridine-3-carboxamide O=C1N(C=CC=C1C(=O)NC=1C=NC(=CC1)C(F)(F)F)C1=C(C=CC=C1)OCC(F)(F)F